(3R,4R)-4-((7-(4-chloro-2-fluorophenyl)-5-fluoropyrrolo[2,1-f][1,2,4]triazin-2-yl)amino)-1-(methylsulfonyl)piperidin-3-ol ClC1=CC(=C(C=C1)C1=CC(=C2C=NC(=NN21)N[C@H]2[C@@H](CN(CC2)S(=O)(=O)C)O)F)F